C(C)OC1=C(C=O)C(=CC(=C1)C1(OCCO1)C)OCC 2,6-diethoxy-4-(2-methyl-1,3-dioxolan-2-yl)benzaldehyde